BrC1=CC=C(C2=CC(=CC=C12)Br)I 1,6-dibromo-4-iodonaphthalene